3,6-dichloro-1-(3-((5-cyclopropyl-1',4'-dimethyl-4-nitro-1'H-[1,3'-bi-pyrazol]-3-yl)oxy)propyl)-1H-pyrazolo[3,4-d]pyrimidine ClC1=NN(C2=NC(=NC=C21)Cl)CCCOC2=NN(C(=C2[N+](=O)[O-])C2CC2)C2=NN(C=C2C)C